C12(C(CCCC1)O2)COC(=O)C2=CC1C(CC2)O1 epoxycyclohexylmethyl-3,4-epoxycyclohexenecarboxylate